5-((2-((3R,4R)-3-amino-4-fluoropiperidin-1-yl)-1H-benzo[d]imidazol-1-yl)methyl)pyrazine-2-carbonitrile N[C@@H]1CN(CC[C@H]1F)C1=NC2=C(N1CC=1N=CC(=NC1)C#N)C=CC=C2